(3S-cis)-N-(6-acetyl-3,4-dihydro-3-hydroxy-2,2-(dimethyl-d6)-2H-1-benzopyran-4-yl)-3-chloro-4-fluorobenzamide [2H]C([2H])([2H])C1([C@H]([C@H](C2=C(O1)C=CC(=C2)C(=O)C)NC(=O)C3=CC(=C(C=C3)F)Cl)O)C([2H])([2H])[2H]